(E)-4-(3-benzylidene-2,5-dioxopyrrolidinyl)-N-hydroxyoctanoic acid amide C(/C1=CC=CC=C1)=C/1\C(N(C(C1)=O)C(CCC(=O)NO)CCCC)=O